3-chloro-5,6-dimethoxybenzo[b]Thiophene-2-carbonyl chloride ClC=1C2=C(SC1C(=O)Cl)C=C(C(=C2)OC)OC